(3-(2-(2-Aminoethoxy)ethoxy)propionylamino)-N-(5-methyl-4-(1-methylpiperidin-4-yl)thiazol-2-yl)benzamide bis-(3-methyldimethoxysilyl-1-propyl)-ethyldithiophosphonate C[Si](CCCSP(OCCC[Si](OC)(OC)C)(=S)CC)(OC)OC.NCCOCCOCCC(=O)NC1=C(C(=O)NC=2SC(=C(N2)C2CCN(CC2)C)C)C=CC=C1